C(CC)OC1=CC=C(C=C1)S(=O)(=O)OC1=C(C=CC=C1)NC(=O)NC1=CC(=CC=C1)OS(=O)(=O)C1=CC=C(C=C1)OCCC N-[2-(p-propoxybenzenesulfonyloxy)phenyl]-N'-[3-(p-propoxybenzenesulfonyloxy)phenyl]urea